N1=CC(=CC2=C1NC1=CC=CC=C21)CN 9H-pyrido[2,3-b]indol-3-ylmethylamine